NC=1C=2N(C=CN1)C(=NC2C2=CC=C(C=C2)C(NC2=NC=CC(=C2)C(F)(F)F)=O)C21CCC(CC2)(C1)NC(C1=NC=CC=C1)=O N-(4-(8-amino-1-(4-((4-(trifluoromethyl)pyridin-2-yl)carbamoyl)phenyl)imidazo[1,5-a]pyrazin-3-yl)bicyclo[2.2.1]heptan-1-yl)picolinamide